methyl 7-phenylpyrazolo[1,5-a]pyrimidine-2-carboxylate C1(=CC=CC=C1)C1=CC=NC=2N1N=C(C2)C(=O)OC